5-chloro-7,8-dimethoxyimidazo[1,2-a]quinazoline ClC1=NC=2N(C3=CC(=C(C=C13)OC)OC)C=CN2